NC1=CC=C(C=C1)CCNC1=CC=NC2=CC=C(C=C12)F N-(4-aminophenylethyl)-6-fluoroquinolin-4-amine